tert-butyl 4-(4-((5-chloro-4-((2-(dimethylphosphoryl)phenyl)amino)pyrimidin-2-yl)amino)-3-methoxyphenyl)piperazine-1-carboxylate ClC=1C(=NC(=NC1)NC1=C(C=C(C=C1)N1CCN(CC1)C(=O)OC(C)(C)C)OC)NC1=C(C=CC=C1)P(=O)(C)C